2-phenyl-ethyl alcohol C1(=CC=CC=C1)CCO